5-(6-fluorobenzo[d]Oxazol-2-yl)isonicotinic acid methyl ester COC(C1=CC=NC=C1C=1OC2=C(N1)C=CC(=C2)F)=O